(Z)-2-(2,6-Dioxopiperidin-3-yl)-5-((2-(2-(2-(4-(1-(4-Hydroxyphenyl)-2-phenylbut-1-en-1-yl)phenoxy)ethoxy)ethoxy)ethyl)amino)isoindolin-1,3-dion O=C1NC(CCC1N1C(C2=CC=C(C=C2C1=O)NCCOCCOCCOC1=CC=C(C=C1)\C(=C(\CC)/C1=CC=CC=C1)\C1=CC=C(C=C1)O)=O)=O